ClC=1C=C(C(=O)N2CC=3N(CC2)C(N(C3C(=O)NCC=3C=C2C=NNC2=CC3)C3=CC=C(C=C3)OC)=O)C=CC1Cl 7-(3,4-dichlorobenzoyl)-N-(1H-indazol-5-ylmethyl)-2-(4-methoxyphenyl)-3-oxo-6,8-dihydro-5H-imidazo[1,5-a]pyrazine-1-carboxamide